4,4'-methylenebis[2,6-bis(methoxymethyl)phenol] C(C1=CC(=C(C(=C1)COC)O)COC)C1=CC(=C(C(=C1)COC)O)COC